C(C)(C)(C)OC(=O)N1CCC(CC1)C(=O)NNC(C1=CC=CC=C1)=O 4-(2-Benzoylhydrazinocarbonyl)piperidine-1-carboxylic acid tert-butyl ester